N'-hydroxycyclopropanecarboxamidine ON=C(N)C1CC1